(E)-1-(4-Ethylphenyl)-3-[3-hydroxy-4-(piperidin-1-ylmethyl)phenyl]prop-2-en-1-one C(C)C1=CC=C(C=C1)C(\C=C\C1=CC(=C(C=C1)CN1CCCCC1)O)=O